((tetrahydro-2H-pyran-4-yl)methyl)-8-azabicyclo[3.2.1]octan-3-amine O1CCC(CC1)CC12CC(CC(CC1)N2)N